C1=CC=C(C=C1)P([C-]1C=CC=C1)C1=CC=CC=C1.C1=CC=C(C=C1)P([C-]1C=CC=C1)C1=CC=CC=C1.[Fe+2] 1,1'-BIS(DIPHENYLPHOSPHINO)FERROCENE